N-(5-chloro-2-methylthiophen-3-yl)-4-fluoropyrrolidine-2-carboxamide ClC1=CC(=C(S1)C)NC(=O)C1NCC(C1)F